tert-butyl (3R,4R)-3-{[(2S)-1-(benzyloxy)-3-methyl-1-oxobutan-2-yl](methyl)carbamoyl}-4-{[(4-methylbenzenesulfonyl)oxy]methyl}pyrrolidine-1-carboxylate C(C1=CC=CC=C1)OC([C@H](C(C)C)N(C(=O)[C@H]1CN(C[C@@H]1COS(=O)(=O)C1=CC=C(C=C1)C)C(=O)OC(C)(C)C)C)=O